C(C)(C)(C)OC(NC=1N=C2C(=NC1)N(C=C2)S(=O)(=O)C2=CC=C(C)C=C2)=O 5-tosyl-5H-pyrrolo[2,3-b]pyrazin-2-yl-carbamic acid tert-butyl ester